FC(C=1C=C(C=C(C1)C(F)(F)F)[B-](C1=CC(=CC(=C1)C(F)(F)F)C(F)(F)F)(C1=CC(=CC(=C1)C(F)(F)F)C(F)(F)F)C1=CC(=CC(=C1)C(F)(F)F)C(F)(F)F)(F)F.C(CCCCCCC)OC1=CC=C(C=C1)[I+]C1=CC=CC=C1 (4-Octyloxyphenyl)-phenyliodonium tetrakis-(3,5-bis-trifluoromethyl-phenyl)-borat